[I-].C(CCCC)[NH3+] pentanaminium iodide